N,N-dibutyl-β-butoxypropionamide C(CCC)N(C(CCOCCCC)=O)CCCC